CC1=C(OC=2CCC3=CN(N=C3C21)CC2=NC=CC=N2)C(=O)O 8-Methyl-2-[(pyrimidin-2-yl)methyl]-4,5-dihydro-2H-furo[2,3-g]indazole-7-carboxylic acid